IC1=CC(=NC=C1OC)C(F)(F)F 4-iodo-5-methoxy-2-(trifluoromethyl)pyridine